Azacyclobutylpiperidine N1(CCC1)N1CCCCC1